[C@H]1([C@H](C(=C(OC1O)C(=O)O)O)O)O The molecule is a member of the class of glucoronic acids that is beta-D-glucuronic acid which has been dehydrogenated to introduce a double bond between positions 4 and 5. It is a member of glucuronic acids and an alpha,beta-unsaturated monocarboxylic acid.